(3R)-4-amino-N-((5-cyano-2-pyridinyl)methyl)-N-cyclopropyl-3-methyl-1,3-dihydrofuro[3,4-c][1,7]naphthyridine-8-carboxamide NC1=NC=2C=NC(=CC2C2=C1[C@H](OC2)C)C(=O)N(C2CC2)CC2=NC=C(C=C2)C#N